(R)-N-(3-(3'-chloro-6-methoxy-5-(((oxetan-2-ylmethyl)amino)methyl)-[2,4'-bipyridin]-2'-yl)-2-methylphenyl)-5-((3-hydroxyazetidin-1-yl)methyl)picolinamide ClC=1C(=NC=CC1C1=NC(=C(C=C1)CNC[C@@H]1OCC1)OC)C=1C(=C(C=CC1)NC(C1=NC=C(C=C1)CN1CC(C1)O)=O)C